C(CC(O)(C(=O)O)CC(=O)O)(=O)O.P(=O)(O)([O-])[O-].[Na+].[Na+] disodium hydrogenphosphate-Citric acid